COC1=CC=C(CN(C2=CC(=CC(=N2)C2=C(C=C3C(=NC(=NC3=C2F)F)N2[C@H](C[C@@H](CC2)C#N)C)Cl)C)CC2=CC=C(C=C2)OC)C=C1 1-(7-(6-(bis(4-methoxybenzyl)amino)-4-methylpyridin-2-yl)-6-chloro-2,8-difluoroquinazolin-4-yl)-trans-2-methylpiperidine-4-carbonitrile